N-[3-[6-[2-cyano-3-(cyclopentylsulfonylamino)-6-fluoro-phenoxy]-4-oxo-quinazolin-3-yl]propyl]-N-methyl-acetamide C(#N)C1=C(OC=2C=C3C(N(C=NC3=CC2)CCCN(C(C)=O)C)=O)C(=CC=C1NS(=O)(=O)C1CCCC1)F